tert-butyl-2-({[1,1'-biphenyl]-3-yl}methyl)-3-{[(R)-2-methylpropane-2-sulfinyl]imino}piperidine-1-carboxylate C(C)(C)(C)OC(=O)N1C(C(CCC1)=N[S@](=O)C(C)(C)C)CC=1C=C(C=CC1)C1=CC=CC=C1